CC1=CC=C(C(=O)NC2=CC(=C(C=C2)CN2CCN(CC2)C)C(F)(F)F)C=C1 4-methyl-N-[4-[(4-methylpiperazin-1-yl)methyl]-3-(trifluoromethyl)phenyl]benzamide